ClC1=NC(=NC(=N1)N)NC(C)(C)C1=C(C(=CC=C1)F)F 6-chloro-N4-[1-(2,3-difluorophenyl)-1-methyl-ethyl]-1,3,5-triazine-2,4-diamine